5-(2-fluorophenyl)-1H-pyrrolo[2,3-b]Pyridine-2-carboxylic acid methyl ester COC(=O)C1=CC=2C(=NC=C(C2)C2=C(C=CC=C2)F)N1